C1=CC(=C(C=C1C2=C(C(=O)C3=C(C=C(C=C3O2)OS(=O)(=O)[O-])O)OS(=O)(=O)[O-])OS(=O)(=O)[O-])O The molecule is trianion of quercetin 3,3',7-trissulfate arising from deprotonation of the three sulfate OH groups. It is a flavonoid oxoanion and an aryl sulfate oxoanion. It is a conjugate base of a quercetin 3,3',7-trissulfate. It is a conjugate acid of a quercetin 3,3',7-trissulfate(4-).